Dimethyl ethylsuccinate C(C)C(C(=O)OC)CC(=O)OC